C(C=C)C=1C=C(C=CC1O)C1=C(C(=CC(=C1)CC=C)NC([C@@H](CCCCN)N)=O)O 3',5-diallyl-3-[(R)-2,6-diamino-1-hexanoyl]amino-2,4'-dihydroxy-1,1'-biphenyl